tert-Butyl 4-((1-(hydroxymethyl)cyclopropyl)methyl)piperidine-1-carboxylate OCC1(CC1)CC1CCN(CC1)C(=O)OC(C)(C)C